N1=C2C(=CC=C1)CN=C2 5H-pyrrolo[3,4-b]pyridin